O[C@H]1C[C@H](N(C1)C([C@H](C(C)(C)C)NC(CCCCCC(=O)O)=O)=O)C(NCC1=CC=C(C=C1)C1=C(N=CS1)C)=O 7-(((S)-1-((2S,4S)-4-hydroxy-2-((4-(4-methylthiazol-5-yl)benzyl)carbamoyl)pyrrolidin-1-yl)-3,3-dimethyl-1-oxobutan-2-yl)amino)-7-oxoheptanoic acid